N1=C(C=CC=C1)C(C)=NO 1-(pyridin-2-yl)ethane-1-one oxime